C1N(CC2C1CN(C2)C(=O)C2=CC(=CC=C2)C=2N=C1N(C=CC=C1)C2)C(=O)C2=CC(=CC=C2)C=2N=C1N(C=CC=C1)C2 (Tetrahydropyrrolo[3,4-c]pyrrole-2,5(1H,3H)-diyl)bis((3-(imidazo[1,2-a]pyridin-2-yl)phenyl)methanone)